Cl.CC=1C=C(C=C(C1)C)NC1N(C(=NC(=N1)N)N1CCCC1)C1=CC(=CC=C1)OC N-(3,5-Dimethylphenyl)-N1-(3-methoxyphenyl)-6-pyrrolidin-1-yl-[1,3,5]triazine-2,4-diamine hydrochloride